FC1=C(C=CC(=C1)F)S(=O)(=O)NC=1C=C(C=NC1OC)C=1C=C2C(=CC=NC2=CC1)N1CCNCC1 4-(6-(5-((2,4-difluorophenyl)sulfonamido)-6-methoxypyridin-3-yl)quinolin-4-yl)piperazine